2-(1-methyl-1H-pyrazol-4-yl)acetaldehyde CN1N=CC(=C1)CC=O